C(C)(=O)NC12N=CN=C(C2=NCN1[C@H]1[C@H](O)[C@H](OP(=O)(O)O)[C@@H](COP(=O)(O)OP(=O)(O)OCC(C)(C)[C@@H](O)C(=O)NCCC(=O)NCCS)O1)N 4-acetamido-coenzyme A